FC(C(=O)O)(F)F.ClC=1C=CC(=C(C1)N1CCC(CC1)SC=1N=NNC1C(=O)O)OC(F)(F)F 4-((1-(5-chloro-2-(trifluoromethoxy)phenyl)piperidin-4-yl)thio)-1H-1,2,3-triazole-5-carboxylic acid 2,2,2-trifluoroacetate